ClCCOC1=C(C#N)C=C(C=C1C)C(C)(C)O 2-(2-chloroethoxy)-5-(2-hydroxypropan-2-yl)-3-methylbenzonitrile